C(C)OC(=O)C=1C=NN(C1C=1C(=NC(=CC1)F)F)C1CC1 1-cyclopropyl-5-(2,6-difluoropyridin-3-yl)pyrazole-4-carboxylic acid ethyl ester